C1CC12CN(C2)C(=O)OC(C)(C)C tert-Butyl 5-azaspiro[2.3]hexane-5-carboxylate